FC1=CC=C(C=C1)C=1C(=NSN1)O 4-(4-fluorophenyl)-1,2,5-thiadiazol-3-ol